(3'R)-6-chloro-5-fluoro-1'-(3-(1-(4-fluorophenyl)-1-hydroxypropyl)-1H-1,2,4-triazole-5-carbonyl)spiro[benzo[d][1,3]oxazin-4,3'-piperidin]-2(1H)-one ClC1=C(C2=C(NC(O[C@@]23CN(CCC3)C(=O)C3=NC(=NN3)C(CC)(O)C3=CC=C(C=C3)F)=O)C=C1)F